1-(3-(5-amino-3-(3-fluoro-4-(pyridin-2-yloxy)phenyl)imidazo[1,5-c]pyrimidin-1-yl)piperidin-1-yl)prop-2-en-1-one NC1=NC=CC=2N1C(=NC2C2CN(CCC2)C(C=C)=O)C2=CC(=C(C=C2)OC2=NC=CC=C2)F